4-(4-bromophenyl)tetrahydro-2H-thiopyran 1,1-dioxide BrC1=CC=C(C=C1)C1CCS(CC1)(=O)=O